2-methyl-N-{2-methyl-5H,6H,7H,8H-[1,2,4]triazolo[1,5-a]pyridin-7-yl}-4-(piperazin-1-yl)indazole-7-carboxamide CN1N=C2C(=CC=C(C2=C1)N1CCNCC1)C(=O)NC1CC=2N(CC1)N=C(N2)C